3-(8-(benzyloxy)-2-fluoro-6-(methoxymethoxy)naphthalen-1-yl)prop-2-yn-1-ol C(C1=CC=CC=C1)OC=1C=C(C=C2C=CC(=C(C12)C#CCO)F)OCOC